5-(4-(2-(1-(5-(5-(difluoromethyl)-4-fluoro-5H-pyrido[4,3-b]indol-7-yl)-3-fluoropyridin-2-yl)piperidin-4-yl)ethyl)piperazin-1-yl)-2-(2,6-dioxopiperidin-3-yl)isoindoline-1,3-dione FC(N1C2=C(C=3C=CC(=CC13)C=1C=C(C(=NC1)N1CCC(CC1)CCN1CCN(CC1)C=1C=C3C(N(C(C3=CC1)=O)C1C(NC(CC1)=O)=O)=O)F)C=NC=C2F)F